2-methoxy-4-(piperidin-1-ylmethyl)-N-((5-(thiophen-2-yl)-1,3,4-oxadiazol-2-yl)methyl)Benzamide COC1=C(C(=O)NCC=2OC(=NN2)C=2SC=CC2)C=CC(=C1)CN1CCCCC1